P(OC)([O-])=O methyl Phosphonate